C(C)(=O)C1=NC=C(C(=C1)N1C(C(=C(C=C1C)OCC1=NC=C(C=C1F)C1CC1)Cl)=O)C 2'-acetyl-3-chloro-4-((5-cyclopropyl-3-fluoropyridin-2-yl)methoxy)-5',6-dimethyl-2H-[1,4'-bipyridin]-2-one